FC=1C(=C(C(=O)N)C(=CC1)F)C(=O)O 3,6-difluoro-2-carboxybenzamide